[Rb+].CC(C(=O)[O-])=C 2-methylprop-2-enoic acid, rubidium salt